C(C)OCOC1=C(C(=CC(=C1)F)C)B1OC(C(O1)(C)C)(C)C 2-[2-(ethoxymethoxy)-4-fluoro-6-methyl-phenyl]-4,4,5,5-tetramethyl-1,3,2-dioxaborolane